NC1=CC=C(C=C1)N1C(CC[C@H]1C)=O (R)-1-(4-aminophenyl)-5-methyl-pyrrolidin-2-one